ethyl 2-(3-chloro-2-pyridyl)-5-hydroxy-pyrazole-3-carboxylate ClC=1C(=NC=CC1)N1N=C(C=C1C(=O)OCC)O